(S)-3-methoxypyrrolidine-1-sulfonamide CO[C@@H]1CN(CC1)S(=O)(=O)N